FC(CN1C(=NC2=NC=C(C=C21)C2=CNC=1N=C(N=CC12)N[C@@H]1CCC(N(C1)C)=O)C)F (R)-5-((5-(1-(2,2-difluoroethyl)-2-methyl-1H-imidazo[4,5-b]pyridin-6-yl)-7H-pyrrolo[2,3-d]pyrimidin-2-yl)amino)-1-methylpiperidin-2-one